C(C)(=O)SCC(=O)N[C@H]1CN(CCCC1)C(=O)OCCCC butyl (R)-3-(2-(acetylthio)acetamido)-azepane-1-carboxylate